CC1(C(N(C(N1CC1=C2C(=NC=C1)NC(C2)=O)=O)C2=CC=C1C3(CN(C1=C2)S(=O)(=O)C)CCC3)=O)C 5,5-dimethyl-3-(1'-(methylsulfonyl)spiro[cyclobutane-1,3'-indolin]-6'-yl)-1-((2-oxo-2,3-dihydro-1H-pyrrolo[2,3-b]pyridin-4-yl)methyl)imidazolidine-2,4-dione